[Br-].SCC[N+]1(CCCC1)CCCCCCCCCCCN 1-(2-mercaptoethyl)-1-(11-aminoundecyl)pyrrolidinium bromide